O1C(=CC=C1)\C(\C)=N\NC(NC1=NC=CC=C1)=S (E)-2-(1-(furan-2-yl)ethylidene)-N-(pyridin-2-yl)hydrazine-1-carbothioamide